CC1(CC1)C(=O)NCC=1NC2=CC(=C(C=C2C1)OC(F)(F)F)CCC=1N=CSC1 1-methyl-N-((6-(2-(thiazol-4-yl)ethyl)-5-(trifluoromethoxy)-1H-indol-2-yl)methyl)cyclopropane-1-carboxamide